2,2,2-trifluoro-N-((2S,4S)-5-fluoro-2-phenylpiperidin-4-yl)acetamide FC(C(=O)N[C@H]1C[C@H](NCC1F)C1=CC=CC=C1)(F)F